COC([O-])=O.CCC(CC(CCC)CC)C=1NC=C[NH+]1 1,3-di-2-ethylhexylimidazolium methyl-carbonate